3-bromo-N-(4-fluorophenyl)-6-(4H-1,2,4-triazol-4-yl)picolinamide BrC=1C(=NC(=CC1)N1C=NN=C1)C(=O)NC1=CC=C(C=C1)F